N,N-dimethyl-3-(pyridine-2-yl)-4-(trimethylsilyl)aniline CN(C1=CC(=C(C=C1)[Si](C)(C)C)C1=NC=CC=C1)C